BrC=1C=C(C(=NC1)NC=1C2=C(N=CN1)C=CC(=N2)N2[C@@H]1CN([C@H](C2)C1)C(=O)OC(C)(C)C)F tert-butyl (1S,4S)-5-[4-[(5-bromo-3-fluoro-2-pyridyl)amino]pyrido[3,2-d]pyrimidin-6-yl]-2,5-diazabicyclo[2.2.1]heptane-2-carboxylate